ClC=1C(=C(CNC(=O)C=2N=CN(C2)C2=NC(=NC=C2C)N[C@@H]2COCC2)C=CC1)C (S)-N-(3-chloro-2-methylbenzyl)-1-(5-methyl-2-((tetrahydro-furan-3-yl)amino)pyrimidin-4-yl)-1H-imidazole-4-carboxamide